COC1=CC=C2C(=N1)C(=CN2)NC(OC(C)(C)C)=O Tert-butyl (5-methoxy-1H-pyrrolo[3,2-b]pyridin-3-yl)carbamate